[Pt](=O)=O platinum (Iv) oxide